CC1(OB(OC1(C)C)C1=C(C=CC=C1)CCCCN1C(=CC2=CC=CC=C12)C=O)C 1-(4-(2-(4,4,5,5-tetramethyl-1,3,2-dioxaborolan-2-yl)phenyl)butyl)-1H-indole-2-carbaldehyde